5-((2-methyl-4-(trifluoro-methoxy)phenyl)amino)-2-(trifluorometh-yl)isonicotinic acid CC1=C(C=CC(=C1)OC(F)(F)F)NC1=CN=C(C=C1C(=O)O)C(F)(F)F